benzyl (1R,5S)-5-[4-[(2,4-dimethoxyphenyl)methylamino]-3-[4-[[4-(trifluoromethyl)-2-pyridyl]carbamoyl]phenyl]pyrazolo[4,3-c]pyridin-1-yl]cyclohex-3-ene-1-carboxylate COC1=C(C=CC(=C1)OC)CNC1=NC=CC2=C1C(=NN2[C@@H]2C=CC[C@H](C2)C(=O)OCC2=CC=CC=C2)C2=CC=C(C=C2)C(NC2=NC=CC(=C2)C(F)(F)F)=O